(S)-2-(1-Benzylpiperazin-2-yl)ethan-1-ol C(C1=CC=CC=C1)N1[C@H](CNCC1)CCO